O1C2=C(OCC1)C=C(C=C2)[C@@H]2N(CCC2)CC2=CC=C(C=C2)N2C(CSCC2)=O (R)-4-(4-((2-(2,3-dihydrobenzo[b][1,4]dioxin-6-yl)pyrrolidin-1-yl)methyl)phenyl)thiomorpholin-3-one